FC(CC=1C=NC=C(C(=O)O)C1)F 5-(2,2-difluoroethyl)nicotinic acid